(S)-oxetan-2-ylmethylamine hydrochloride Cl.O1[C@@H](CC1)CN